2-Amino-N-((1,8-dichloro-5-(2,2-dimethyl-1,1-dioxidothiomorpholino)imidazo[1,5-a]pyridin-6-yl)-methyl)pyrazolo[1,5-a]pyrimidine-3-carboxamide trifluoroacetate salt FC(C(=O)O)(F)F.NC1=NN2C(N=CC=C2)=C1C(=O)NCC=1C=C(C=2N(C1N1CC(S(CC1)(=O)=O)(C)C)C=NC2Cl)Cl